(5R)-5-[4-[2-[3-(chloromethyl)azetidin-1-yl]ethoxy]phenyl]-8-(trifluoromethyl)-5H-benzopyran ClCC1CN(C1)CCOC1=CC=C(C=C1)[C@H]1C=CC(=C2C1=CC=CO2)C(F)(F)F